((2S,5R)-2-(2-((tert-Butyldimethylsilyl)oxy)ethyl)-5-methylpiperazin-1-yl)-4-methyl-2-(tetrahydro-2H-pyran-2-yl)-2,4-dihydro-5H-pyrazolo[4,3-b]pyridin-5-one [Si](C)(C)(C(C)(C)C)OCC[C@@H]1N(C[C@H](NC1)C)C=1N(N=C2C1N(C(C=C2)=O)C)C2OCCCC2